(2S,3R,4R)-4-azido-2-(6-bromopyridin-2-ylcarbamoyl)-3-hydroxypyrrolidine-1-carboxylic acid tert-butyl ester C(C)(C)(C)OC(=O)N1[C@@H]([C@H]([C@@H](C1)N=[N+]=[N-])O)C(NC1=NC(=CC=C1)Br)=O